ClC1=C2C=C(N(C2=CC=C1)CCNC1=CC(=NC=N1)C1=CC(=CS1)OCC)C 5-{6-[2-(4-Chloro-2-methyl-indol-1-yl)-ethylamino]-pyrimidin-4-yl}-3-ethoxy-thiophene